NC1=NC2=C(C=3N1N=C(N3)C=3OC=CC3)SC(N2CCN2CCN(CC2)C2=C(C=C(OCCNCC(=O)N)C=C2)F)=O 2-((2-(4-(4-(2-(5-amino-8-(furan-2-yl)-2-oxothiazolo[5,4-e][1,2,4]triazolo[1,5-c]pyrimidin-3(2H)-yl)ethyl)piperazin-1-yl)-3-fluorophenoxy)ethyl)amino)acetamide